ethyl 2-(1-(tert-butyl)-3-methyl-1H-indazol-7-yl)-2-(3-((5-(5,6,7,8-tetrahydro-1,8-naphthyridin-2-yl)pentyl)oxy)azetidin-1-yl)acetate C(C)(C)(C)N1N=C(C2=CC=CC(=C12)C(C(=O)OCC)N1CC(C1)OCCCCCC1=NC=2NCCCC2C=C1)C